C12C3C(C(C=C1)C2)C(=O)OC3=O norborn-5-ene-2,3-dicarboxylic acid anhydride